S(=O)(=O)(C1=CC=C(C)C=C1)N1C=CC=2C1=NC=C(N2)NC(OCC)=O ethyl 5-tosyl-5H-pyrrolo[2,3-b]pyrazin-2-ylcarbamate